5-(3-fluorophenyl)-1-phenyl-N-(4-(trifluoromethyl)phenethyl)-1H-pyrazol-4-amine FC=1C=C(C=CC1)C1=C(C=NN1C1=CC=CC=C1)NCCC1=CC=C(C=C1)C(F)(F)F